ClCCCCCCOCCOCCNC(=O)C1=CC=C2C(C(C3(C4=CC=C(C=C4OC=4C=C(C=CC34)N3CC(C3)C(=O)N(C)C)N3CC(C3)C(=O)N(C)C)C2=C1)=[N+]=[N-])=O 1,1'-(6-((2-(2-((6-chlorohexyl)oxy)ethoxy)ethyl)carbamoyl)-2-diazo-3-oxo-2,3-dihydrospiro[indene-1,9'-xanthene]-3',6'-diyl)bis(N,N-dimethylazetidine-3-carboxamide)